methyl (R)-3-((3-(2-(((6-(trifluoromethyl)pyridin-3-yl)methyl)carbamoyl)pyrrolidine-1-carbonyl)phenyl)thio)cyclobutanecarboxylate FC(C1=CC=C(C=N1)CNC(=O)[C@@H]1N(CCC1)C(=O)C=1C=C(C=CC1)SC1CC(C1)C(=O)OC)(F)F